α-phenyl-benzoin C1(=CC=CC=C1)C(C(C1=CC=CC=C1)=O)(O)C1=CC=CC=C1